OC1=C(C(=C(C(=C1)S(=O)(=O)O)C1=CC=CC=C1)O)S(=O)(=O)O dihydroxybiphenyl-3,6-disulfonic acid